CCCC(C(CCC)C(=O)O)C(=O)O octane-4,5-dicarboxylic acid